O1C=NC2=C1C=C(C=C2)OC2=CC(=C(C=C2C)NC2=NC=NC1=CC(=C(C=C21)NC(/C(=C\[C@@H]2N(CCC2)C)/F)=O)OC)OC (R,E)-N-(4-((4-(benzo[d]oxazol-6-yloxy)-2-methoxy-5-methylphenyl)amino)-7-methoxyquinazolin-6-yl)-2-fluoro-3-(1-methylpyrrolidin-2-yl)acrylamide